O=C1NC(CCC1C1=CC(=C(C=C1)N1CCN(CC1)C(=O)OC(C)(C)C)C)=O tert-butyl 4-[4-(2,6-dioxo-3-piperidyl)-2-methyl-phenyl]piperazine-1-carboxylate